1,3-bis[1-[4-(4-aminophenoxy)phenyl]-1-methylethyl]benzene 1,4-butanedisulphonate C(CCCS(=O)(=O)O)S(=O)(=O)O.NC1=CC=C(OC2=CC=C(C=C2)C(C)(C)C2=CC(=CC=C2)C(C)(C2=CC=C(C=C2)OC2=CC=C(C=C2)N)C)C=C1